isopropyl ((((1R,4S)-3-oxo-1-azabicyclo[2.2.1]heptan-2-yl)methoxy)(phenoxy)phosphoryl)-L-alaninate O=C1C(N2CC[C@H]1C2)COP(=O)(OC2=CC=CC=C2)N[C@@H](C)C(=O)OC(C)C